C=C1CCN2C1N=C1C=CC=CC1=C2 3-methylene-2,3-dihydropyrrolo[2,1-b]quinazoline